ClC1=CC=C(CC2C(C3=CC=CC(=C3C2)Cl)=O)C=C1 2-(4-chlorobenzyl)-4-chloro-2,3-dihydro-1H-indene-1-one